NC[C@H]1CC=C(CC1)C(=O)O |r| (RS)-4-(aminomethyl)cyclohex-1-enecarboxylic acid